IC=1C2=C(NC3=C(N1)C=CC=C3)C=CC=C2 11-iodo-dibenzo[b,e][1,4]diazepine